(5aR,5bS,7aS,8S,10aS,10bR)-5a,7a-dimethyl-2-(morpholinoamino)-5,5a,5b,6,7,7a,8,9,10,10a,10b,11-dodecahydro-4H-cyclopenta[7,8]phenanthro[2,1-d]thiazol-8-yl pentanoate C(CCCC)(=O)O[C@H]1CC[C@@H]2[C@@]1(CC[C@@H]1[C@]3(CCC=4N=C(SC4C3=CC[C@@H]21)NN2CCOCC2)C)C